O=C(C(=O)NCC(=O)OC(C)(C)C)[C@H]1N(CCC1)C(CNC(=O)C1=CC=NC2=CC=CC=C12)=O tert-Butyl (S)-(2-oxo-2-(1-((quinoline-4-carbonyl)glycyl)pyrrolidine-2-yl)acetyl)glycinate